ClC=1C=C(C=CC1F)NC(=O)C=1C=2CC[C@@H](C2C(=CC1)F)NC1=NC=CC=C1 (S)-N-(3-chloro-4-fluorophenyl)-7-fluoro-1-(pyridin-2-ylamino)-2,3-dihydro-1H-indene-4-carboxamide